methyl (5-(8-chloro-6-(N-(3-methyloxetane-3-yl)-N-((2-(trimethylsilyl)ethoxy)methyl)sulfamoyl)imidazo[1,5-a]pyridin-3-yl)-1,3,4-thiadiazol-2-yl)acetate ClC=1C=2N(C=C(C1)S(N(COCC[Si](C)(C)C)C1(COC1)C)(=O)=O)C(=NC2)C2=NN=C(S2)CC(=O)OC